(7-benzyloxyspiro[3.5]nonan-2-yl)oxy-tert-butyl-dimethyl-silane C(C1=CC=CC=C1)OC1CCC2(CC(C2)O[Si](C)(C)C(C)(C)C)CC1